4-(2-(dimethylamino)-2-oxoethyl)piperazine-1-carboxylic acid tert-butyl ester C(C)(C)(C)OC(=O)N1CCN(CC1)CC(=O)N(C)C